BrC=1C=C2C(N(C(=NC2=CC1)[C@H](CCC)N1CCN(CCC1)CC)CC)=O (S)-6-bromo-3-ethyl-2-(1-(4-ethyl-1,4-diazepan-1-yl)butyl)quinazolin-4(3H)-one